C1(CC1)COC=1C=C(C=CC1C)C(C)=N[S@@](=O)C(C)(C)C (S)-N-(1-(3-(cyclopropylmethoxy)-4-methylphenyl)ethylidene)-2-methylpropane-2-sulfinamide